(3Z)-17-iodo-3-heptadecene-1-ol ICCCCCCCCCCCCC\C=C/CCO